C(C)C1=C(OC2=CC(=C(C=C2)C2CNCC2)COC2OCCCC2)C=CC=C1 3-(4-(2-ethylphenoxy)-2-((tetrahydro-2H-pyran-2-yloxy)methyl)phenyl)pyrrolidine